8-quinolineboronic acid N1=CC=CC2=CC=CC(=C12)B(O)O